C(C)OC[C@H](C(=O)O)OC1=CC=C2C(=CC(OC2=C1)=O)C1=C(C=CC=C1)C (R)-3-ethoxy-2-((2-oxo-4-(o-tolyl)-2H-chromen-7-yl)oxy)propanoic acid